2-(t-butylamino)ethanol C(C)(C)(C)NCCO